FC=1C=C(C=CC1OC1CCOCC1)NC(=O)C=1N=C(OC1CC(F)(F)F)N1CCCC1 N-[3-fluoro-4-(oxan-4-yloxy)phenyl]-2-(pyrrolidin-1-yl)-5-(2,2,2-trifluoroethyl)oxazole-4-carboxamide